BrC=1N=C(N2C(=NC=CC21)N)C2=CC=C(C=C2)OC2=CC(=CC=C2)F 1-bromo-3-(4-(3-fluorophenoxy)phenyl)imidazo[1,5-c]pyrimidin-5-amine